allyloxyammonium sulfate S(=O)(=O)([O-])[O-].C(C=C)O[NH3+].C(C=C)O[NH3+]